(4-(3,4-difluoro-2-(trifluoromethyl)phenyl)piperidin-1-yl)(5-(piperazine-1-carbonyl)-1,4,5,6-tetrahydropyrrolo[3,4-c]pyrazol-3-yl)methanone FC=1C(=C(C=CC1F)C1CCN(CC1)C(=O)C=1C2=C(NN1)CN(C2)C(=O)N2CCNCC2)C(F)(F)F